4-amino-5-[(1E)-2-ethoxyethenyl]-6-methylpyridine-3-carbonitrile NC1=C(C=NC(=C1\C=C\OCC)C)C#N